CCC(CC)N[C@@H]([C@@H](C1=CC=CC=C1)NC(=S)NC1=C(C(=C(C(=C1F)F)F)F)F)C1=CC=CC=C1 (s)-1-[(1R,2R)-2-(Pentan-3-ylamino)-1,2-diphenylethyl]-3-(perfluorophenyl)thiourea